BrC1=CC2=C(N(C=N2)C2CSC2)C(=C1)C(F)(F)F 5-bromo-1-(3-thietanyl)-7-(trifluoromethyl)-1H-1,3-benzimidazole